C(C)(C)(C)OC(=O)N(CCC1=NC(=CC=C1[N+](=O)[O-])OC)CC1=C(C=CC(=C1Cl)Cl)NC1=C(C(=O)OC)C=C(C(=C1)F)F methyl 2-((2-(((tert-butoxycarbonyl)(2-(6-methoxy-3-nitropyridin-2-yl)ethyl)amino)methyl)-3,4-dichlorophenyl)amino)-4,5-difluorobenzoate